2-[(4-1H-imidazolyl)ethyl]-3-aminopropionamide dihydrochloride Cl.Cl.N1C=NC(=C1)CCC(C(=O)N)CN